N.[Ce] cerium ammonia